2-methyl-3-((R)-1-((4-methyl-7-((4aS,7aS)-octahydro-6H-pyrrolo[3,4-b]pyridin-6-yl)pyrido[3,4-d]pyridazin-1-yl)amino)ethyl)benzonitrile CC1=C(C#N)C=CC=C1[C@@H](C)NC1=C2C(=C(N=N1)C)C=NC(=C2)N2C[C@H]1NCCC[C@H]1C2